(3R,4S,6R)-2-(((2R,3S,4S,5R,6R,8R)-1-(tert-butoxy)-3,9-dihydroxy-6-methoxy-2,4,6,8-tetramethyl-1-oxonon-5-yl) oxy)-4-(dimethylamino)-6-methyltetrahydro-2H-pyran-3-yl benzoate C(C1=CC=CC=C1)(=O)O[C@H]1C(O[C@@H](C[C@@H]1N(C)C)C)O[C@H]([C@H]([C@@H]([C@H](C(=O)OC(C)(C)C)C)O)C)[C@](C[C@H](CO)C)(C)OC